2,6-di(tert-butyl)-4-ethylphenol C(C)(C)(C)C1=C(C(=CC(=C1)CC)C(C)(C)C)O